C(CCCCCC#C)NC(OC(C)(C)C)=O tert-butyl oct-7-yn-1-ylcarbamate